O1C=NC2=C1C=C(C=C2)CNC(N(C2CCN(CC2)C)CC2=C(C=C(C=C2)F)F)=O 3-[(1,3-benzoxazol-6-yl)methyl]-1-[(2,4-difluorophenyl)methyl]-1-(1-methylpiperidin-4-yl)urea